C(#N)[C@@]1([C@H](C1)CCO)NS(=O)(=O)C1=CC(=C2C=NN(C2=C1)C=1SC(=NN1)C(F)F)N1CCN(CC1)C(C(C)C)=O N-((1R,2R)-1-cyano-2-(2-hydroxyethyl)cyclopropyl)-1-(5-(difluoromethyl)-1,3,4-thiadiazol-2-yl)-4-(4-isobutyrylpiperazin-1-yl)-1H-indazole-6-sulfonamide